C(C)N1C(NC2=C1C=CC(=C2)CN2CCN(CC2)C=2C=CC(=NC2)C(=O)NC)=O 5-(4-((1-ethyl-2-oxo-2,3-dihydro-1H-benzo[d]imidazol-5-yl)methyl)piperazin-1-yl)-N-methylpyridinecarboxamide